Cl.Cl.F[C@@H]1[C@@H](CNC1)N1CCCC1 |o1:3,4| (3'R*,4'S*)-4'-fluoro-1,3'-bipyrrolidine-2HCl